methyl-3-(1-methylimidazol-4-yl)-4-[(5-sec-butyl-2-pyridyl)amino]benzenesulfonamide CC1=C(C=CC(=C1C=1N=CN(C1)C)NC1=NC=C(C=C1)C(C)CC)S(=O)(=O)N